ClC=1C=C(C=CC1)C1=CN=C(O1)C1=NN(C(C=C1)=O)CC(=O)NCC 2-(3-(5-(3-chlorophenyl)oxazol-2-yl)-6-oxopyridazin-1(6H)-yl)-N-ethylacetamide